6-(4-Ethyl-3-(hydroxymethyl)-5-oxo-4,5-dihydro-1H-1,2,4-triazol-1-yl)-7-Fluoro-2-(3-fluoro-6-methoxypyridin-2-yl)-4-isopropylisoquinolin-1(2H)-one C(C)N1C(=NN(C1=O)C=1C=C2C(=CN(C(C2=CC1F)=O)C1=NC(=CC=C1F)OC)C(C)C)CO